[Pd].[Pd].C1(=CC=CC=C1)\C=C\C(\C=C\C1=CC=CC=C1)=O.C1(=CC=CC=C1)\C=C\C(\C=C\C1=CC=CC=C1)=O.C1(=CC=CC=C1)\C=C\C(\C=C\C1=CC=CC=C1)=O tris((1e,4e)-1,5-diphenylpentan-1,4-dien-3-one) dipalladium